N-(6-fluoropyridin-3-yl)-1,2,4-trimethyl-5-(2-oxo-2-((4-(trifluoromethyl)tetrahydro-2H-pyran-4-yl)amino)acetyl)-1H-pyrrole-3-carboxamide FC1=CC=C(C=N1)NC(=O)C1=C(N(C(=C1C)C(C(NC1(CCOCC1)C(F)(F)F)=O)=O)C)C